N-[6-(2-Amino-[1,2,4]triazolo[1,5-a]pyridin-7-yl)-2-methoxy-3-pyridyl]-5-methyl-3-phenyl-isoxazole-4-carboxamide hydrochloride Cl.NC1=NN2C(C=C(C=C2)C2=CC=C(C(=N2)OC)NC(=O)C=2C(=NOC2C)C2=CC=CC=C2)=N1